F[B-]1([N+]2=C(C=CC2=CC2=CC=C(N12)CCCCCCCCCCCC(=O)[O-])C=1SC=CC1)F 12-(2,2-difluoro-12-thiophen-2-yl-3-aza-1-azonia-2-boranuidatricyclo[7.3.0.03,7]dodeca-1(12),4,6,8,10-pentaen-4-yl)dodecanoate